1,2-Dipalmitoyl-SN-Glycero-3-phosphorylcholine C(CCCCCCCCCCCCCCC)(=O)OC[C@@H](OC(CCCCCCCCCCCCCCC)=O)COP(=O)(O)OCC[N+](C)(C)C